azabicyclo[3.2.0]-heptan N12CCCC2CC1